5-bromo-2-[(ethoxycarbonyl)amino]-3-methylbenzoic acid BrC=1C=C(C(=C(C(=O)O)C1)NC(=O)OCC)C